Cl.ClC1=C(C(=O)NC2=C3C=NN(C3=CC=C2)C2=CC(=NC=C2)C)C=C(C=C1)CNC(C(C)(C)C)=O 2-chloro-5-{[(2,2-dimethylpropionyl)amino]methyl}-N-[1-(2-methylpyridin-4-yl)-1H-indazol-4-yl]benzamide hydrochloride